(2-chloro-3-methoxy-phenyl)-[rac-(3S,9aS)-3-(5-chloro-3-pyridyl)-3,4,6,7,9,9a-hexahydro-1H-pyrazino[2,1-c][1,4]oxazin-8-yl]methanone ClC1=C(C=CC=C1OC)C(=O)N1C[C@H]2CO[C@H](CN2CC1)C=1C=NC=C(C1)Cl |r|